Butyl 3-hydroxy-3-(4-iodo-2,5-dimethoxyphenyl)azetidine-1-carboxylate OC1(CN(C1)C(=O)OCCCC)C1=C(C=C(C(=C1)OC)I)OC